L-tert-leucine N-methyl amide CNC([C@@H](N)C(C)(C)C)=O